O(C1=CC=CC=C1)C1CC(C1)(C(=O)OC(C)C)C(=O)OC(C)C Diisopropyl 3-phenoxycyclobutane-1,1-dicarboxylate